(12AR)-10-chloro-9-(4-chloro-1-methoxy-7-methylisoquinolin-8-yl)-8-fluoro-3,4,12,12a-tetrahydro-6H-pyrazino[2,1-c][1,4]benzoxazepin-2(1H)-carboxylic acid tert-butyl ester C(C)(C)(C)OC(=O)N1C[C@@H]2COC3=C(CN2CC1)C=C(C(=C3Cl)C=3C(=CC=C1C(=CN=C(C31)OC)Cl)C)F